3-(5-((3-benzhydryl-3,6-diazabicyclo[3.1.1]heptan-6-yl)methyl)-7-fluoro-1-oxoisoindolin-2-yl)piperidine-2,6-dione C(C1=CC=CC=C1)(C1=CC=CC=C1)N1CC2N(C(C1)C2)CC=2C=C1CN(C(C1=C(C2)F)=O)C2C(NC(CC2)=O)=O